7-(4-(4-(benzo[b]thiophen-4-yl)piperazin-1-yl)butoxy)-1-(2-(2-methoxyethoxy)acetyl)-3,4-dihydroquinolin-2(1H)-one S1C2=C(C=C1)C(=CC=C2)N2CCN(CC2)CCCCOC2=CC=C1CCC(N(C1=C2)C(COCCOC)=O)=O